C/C(/CCC=O)=C\C1=CC=C(C=C1)C (E)-4-methyl-5-(4-methylphenyl)pent-4-enal